hexaisobutyl-hexavinylcyclohexasiloxane C(C(C)C)[Si]1(O[Si](O[Si](O[Si](O[Si](O[Si](O1)(C=C)CC(C)C)(C=C)CC(C)C)(C=C)CC(C)C)(C=C)CC(C)C)(C=C)CC(C)C)C=C